N-[3-fluoro-4-({7-[2-(4-hydroxy-4-methylpiperidin-1-yl)ethoxy]-6-methoxyquinolin-4-yl}oxy)phenyl]-5-(4-fluorophenyl)-6-oxo-2,3,5,6-tetrahydrofuro[3,2-c]pyridine-7-carboxamide FC=1C=C(C=CC1OC1=CC=NC2=CC(=C(C=C12)OC)OCCN1CCC(CC1)(C)O)NC(=O)C1=C2C(=CN(C1=O)C1=CC=C(C=C1)F)CCO2